2-(1,7-dimethyl-1H-indazol-5-yl)-7-(4-methylpiperazin-1-yl)-4H-pyrido[1,2-a]pyrimidin-4-one CN1N=CC2=CC(=CC(=C12)C)C=1N=C2N(C(C1)=O)C=C(C=C2)N2CCN(CC2)C